2-methyl-acrylic acid CC(C(=O)O)=C